ClC=1C=C(C2=C(C(N(S2(=O)=O)[C@@H]([C@@H](C)C2=C(C(=CC=C2F)C)C)C2=NNC(O2)=O)=O)C1)OC 5-((1S,2S)-1-(5-chloro-7-methoxy-1,1-dioxido-3-oxobenzo[d]isothiazol-2(3H)-yl)-2-(6-fluoro-2,3-dimethylphenyl)propyl)-1,3,4-oxadiazol-2(3H)-one